benzo[b]thiophene-6-carboxylic acid, hydrochloride salt Cl.S1C2=C(C=C1)C=CC(=C2)C(=O)O